ClC1=C(C(=CC=C1)Cl)S(=O)(=O)NC1=CC=2C(C3=CC=CC=C3C(C2C(=C1O)O)=O)=O 2,6-dichloro-N-(3,4-dihydroxy-9,10-dioxo-9,10-dihydroanthracen-2-yl)benzenesulfonamide